ammonium para-chlorom-xylenol ClC1=C(CC(C=C1)(C)O)C.[NH4+]